1,4-Bis[4-(chloroformyl)-4-methylpentyl]benzene ClC(=O)C(CCCC1=CC=C(C=C1)CCCC(C)(C(=O)Cl)C)(C)C